Cl.O=C1N(N=CC2=CC(=CC=C12)N1CCNCC1)C1C(NC(CC1)=O)=O 3-(1-oxo-6-(piperazin-1-yl)phthalazin-2(1H)-yl)piperidine-2,6-dione hydrochloride